N-hydroxy-2-hydroxy-2H-1,4-benzoxazin-3(4H)-one ON1C(C(OC2=C1C=CC=C2)O)=O